ClC1=C(C=CC(=C1)F)[Mg]Br (2-chloro-4-fluorophenyl)magnesium bromide